FC1=C(C=C(C=C1)NC(=O)C1=C(N(C(=C1C)C(C(=O)NC1(CCN(CC1)C1=NC=CN=C1)C)=O)C)C)C N-(4-fluoro-3-methylphenyl)-1,2,4-trimethyl-5-(2-((4-methyl-1-(pyrazin-2-yl)piperidin-4-yl)amino)-2-oxoacetyl)-1H-pyrrole-3-carboxamide